ClC1=C(OC2=CC=CC3=C2NC(=NS3(=O)=O)NCC=3C=C(CNC(OC(C)(C)C)=O)C=CC3)C=CC=C1 tert-butyl (3-(((5-(2-chlorophenoxy)-1,1-dioxido-4H-benzo[e][1,2,4]thiadiazin-3-yl)amino)methyl)benzyl)carbamate